C(C)(=O)C1=CN(C2=CC=C(C=C12)N1CCN(CC1)C(C)=O)CC(=O)N1[C@@H](C[C@H](C1)F)C(=O)NC=1C(=C(C=CC1)C1=C(C=CC=C1)Cl)F (2S,4R)-1-(2-(3-acetyl-5-(4-acetylpiperazin-1-yl)-1H-indol-1-yl)acetyl)-N-(2'-chloro-2-fluorobiphenyl-3-yl)-4-fluoropyrrolidine-2-carboxamide